(3-chlorobenzyl)pyridine ClC=1C=C(CC2=NC=CC=C2)C=CC1